C(=O)(OCC1=CC=CC=C1)C1=C(C=CC=C1)O Cbz-phenol